1-((2-(3-(2,4,5-trifluorobenzyl)Tert-butyl (6-chloro-2-methyl-2H-indazol-5-ylamino)-2,3-dihydro-2,6-dioxopyrimidin-1(6H)-yl) acetamido) methyl)-cyclopropylcarbamate FC1=C(CN2C(N(C(C(=C2NC2=CC3=CN(N=C3C=C2Cl)C)C(C)(C)C)=O)CC(=O)NCC2(CC2)NC([O-])=O)=O)C=C(C(=C1)F)F